1-(3-CHLORO-4-METHYLPHENYL)-3-{[2-(2,6-DIOXOPIPERIDIN-3-YL)-1-OXO-3H-ISOINDOL-5-YL]METHYL}UREA ClC=1C=C(C=CC1C)NC(=O)NCC=1C=C2CN(C(C2=CC1)=O)C1C(NC(CC1)=O)=O